C(C)(C)N1N=CC(=C1)C=1C(=C2C(=NC(=NN2C1)C=1N(C=CN1)C)NC1=NC=CC(=C1)OC)C 6-(1-Isopropyl-1H-pyrazol-4-yl)-N-(4-methoxypyridin-2-yl)-5-methyl-2-(1-methyl-1H-imidazol-2-yl)pyrrolo[2,1-f][1,2,4]triazin-4-amine